C(=O)OC(CCCC(C=C)C)(C)C 1,1,5-trimethyl-6-heptenyl formate